PHOSPHORUS IMIDAZOQUINOLINEAMINE N1C(=NC=2C=CC=3C=CC=NC3C21)N.[P]